C(CCCCCCCCCCC)N1CCCCCC1 1-dodecylazacycloheptan